tert-butyl 4-[4-[(2,6-dioxo-3-piperidyl)amino]-2-fluoro-5-methoxy-phenyl]piperazine-1-carboxylate O=C1NC(CCC1NC1=CC(=C(C=C1OC)N1CCN(CC1)C(=O)OC(C)(C)C)F)=O